ClC1=C(C=C(OCC(=O)NC23[C@H](CC(CC2)(CC3)NC(COC3CC(C3)OC(F)(F)F)=O)O)C=C1)F 2-(4-chloro-3-fluorophenoxy)-N-[(2S)-2-hydroxy-4-(2-{[(s,3R)-3-(trifluoromethoxy)cyclobutyl]oxy}acetamido)bicyclo[2.2.2]octan-1-yl]acetamide